CCCC#CCCCC Nonan-4-yne